tert-Butyl N-[4-(4-bromopyridin-2-yl)but-3-yn-1-yl]carbamate BrC1=CC(=NC=C1)C#CCCNC(OC(C)(C)C)=O